tert-butyl 4-(benzyloxy)-1-oxa-6-azaspiro[2.5]octane-6-carboxylate C(C1=CC=CC=C1)OC1C2(CO2)CCN(C1)C(=O)OC(C)(C)C